(5-(2,6-dichloro-4-(6-cyano-3,5-dioxo-4,5-dihydro-1,2,4-triazin-2(3H)-yl)phenoxy)-3-isopropyl-2-oxopyridin-1(2H)-yl)methyl acetate C(C)(=O)OCN1C(C(=CC(=C1)OC1=C(C=C(C=C1Cl)N1N=C(C(NC1=O)=O)C#N)Cl)C(C)C)=O